(S)-(1'-(6-bromopyridin-3-yl)-5-fluoro-1,3-dihydrospiro[indene-2,4'-piperidin]-1-yl)carbamic acid tert-butyl ester C(C)(C)(C)OC(N[C@@H]1C2=CC=C(C=C2CC12CCN(CC2)C=2C=NC(=CC2)Br)F)=O